Henicosan-11-Yl 9-(Methoxy(Methyl)Amino)-9-Oxononanoate CON(C(CCCCCCCC(=O)OC(CCCCCCCCCC)CCCCCCCCCC)=O)C